C(C)OC(NC=1C=NC(=C(C1)F)C1S/C(/SC1)=C(/N1N=CN=C1)\C#N)=O (E)-(6-{2-[cyano(1H-1,2,4-triazol-1-yl)methylene]-1,3-dithiolan-4-yl}-5-fluoropyridin-3-yl)carbamic acid ethyl ester